2-Amino-5-isopropyl-1-(3-((4-methoxybenzyl)oxy)-2,6-dimethylphenyl)-6-methyl-1H-pyrrolo[2,3-b]pyridine-3-carbonitrile NC1=C(C=2C(=NC(=C(C2)C(C)C)C)N1C1=C(C(=CC=C1C)OCC1=CC=C(C=C1)OC)C)C#N